(S)-6,8-bis(3,5-difluorophenyl)-3-(1-hydroxy-3-methylbutan-2-yl)pyrido[3,4-d]pyrimidin-4(3H)-one FC=1C=C(C=C(C1)F)C1=CC2=C(N=CN(C2=O)[C@H](CO)C(C)C)C(=N1)C1=CC(=CC(=C1)F)F